OCC(C(=O)O)=C(C)CO 2,3-dihydroxymethyl-butenoic acid